C(=C)C=CC1=CC=CC=C1.[Na] Sodium Vinyl-Styrene